N-(4-(3-(3,5-dimethylisoxazol-4-yl)-5-methylphenoxy)-3,5-dimethylphenyl)-3-methoxypropanamide CC1=NOC(=C1C=1C=C(OC2=C(C=C(C=C2C)NC(CCOC)=O)C)C=C(C1)C)C